2-(1,3-dimethyl-2,4-dioxo-1,2,3,4-tetrahydrothienopyrimidin-5-yl)acetamide CN1C(N(C(C2=C1C=CS2CC(=O)N)=O)C)=O